3-cyclohexaneone C1CC(CCC1)=O